tert-butyl (6-chloro-1-(3-(trifluoromethyl)benzyl)-1H-indol-5-yl)carbamate ClC1=C(C=C2C=CN(C2=C1)CC1=CC(=CC=C1)C(F)(F)F)NC(OC(C)(C)C)=O